N-[(2S)-1-(3-fluoropropoxy)-3-methylbutan-2-yl]-6-{[3-(hydroxymethyl)oxetan-3-yl]methoxy}-5-(3-methoxyazetidin-1-yl)pyridine-2-carboxamide zinc [Zn].FCCCOC[C@H](C(C)C)NC(=O)C1=NC(=C(C=C1)N1CC(C1)OC)OCC1(COC1)CO